N1(CCCC1)N Azolidinamine